ClC1=CC=C(C=C1)NC(=O)N1[C@@H](C[C@H](C1)O)C(=O)OCC1=CC=CC=C1 benzyl (2s,4r)-1-(4-chlorophenyl carbamoyl)-4-hydroxypyrrolidine-2-carboxylate